NC1=CC=C(C=C1)C1=CC=CC=C1 4-Amino-biphenyl